2-(5-methyl-2-(4-methyltetrahydro-2H-pyran-4-yl)phenyl)-2-(3-(5-((R)-1,2,3,4-tetrahydro-1,8-naphthyridin-2-yl)pentyloxy)azetidin-1-yl)acetic acid CC=1C=CC(=C(C1)C(C(=O)O)N1CC(C1)OCCCCC[C@H]1NC2=NC=CC=C2CC1)C1(CCOCC1)C